CN(CC=CC(=O)N1CC2=C(C3=C(N=CN=C3NC3=CC(=C(C=C3)OC=3C=NC(=CC3)OC)C)S2)[C@H](C1)C)C (R)-4-(dimethylamino)-1-(4-((4-((6-methoxypyridin-3-yl)oxy)-3-methylphenyl)amino)-5-methyl-5,8-dihydropyrido[4',3':4,5]thieno[2,3-d]pyrimidin-7(6H)-yl)but-2-en-1-one